[di(tert-butylphenyl)fluorenyl]amine C(C)(C)(C)C1=C(C=CC=C1)C=1C(=C(C=2CC3=CC=CC=C3C2C1)N)C1=C(C=CC=C1)C(C)(C)C